cis-6-[[4-chloro-3-(1-methyl-1,2,4-triazol-3-yl)phenyl]carbamoyl]-3-methyl-6-azabicyclo[3.1.1]heptane-1-carboxylic acid ClC1=C(C=C(C=C1)NC(=O)N1C2CC(CC1(C2)C(=O)O)C)C2=NN(C=N2)C